OC1(CC1)C(=O)N1CCC(CC1)OC=1C=CC=C2C(=NN(C12)C)C1C(NC(CC1)=O)=O 3-(7-((1-(1-Hydroxycyclopropane-1-carbonyl)piperidin-4-yl)oxy)-1-methyl-1H-indazol-3-yl)piperidine-2,6-dione